(S)-1-(3-(2-(5H-Pyrrolo[2,3-b]pyrazin-7-yl)thiazol-4-yl)phenyl)-1-(1H-imidazol-2-yl)ethan-1-ol N1=C2C(=NC=C1)NC=C2C=2SC=C(N2)C=2C=C(C=CC2)[C@](C)(O)C=2NC=CN2